COC1=C(C=CC=C1)N(S(=O)(=O)C1=CC=C(C=C1)C(=O)N1CCC2=CC=C(C=C12)[N+](=O)[O-])C N-(2-methoxyphenyl)-N-methyl-4-(6-nitroindoline-1-carbonyl)benzenesulfonamide